5-ethyl-6-methylpyridin-3-amine C(C)C=1C=C(C=NC1C)N